C1=C(C=C(C(=C1I)O)I)C#N The molecule is a nitrile that is benzonitrile substituted by a hydroxy group at position 4 and iodo groups at positions 3 and 5. It has a role as a xenobiotic, an environmental contaminant and a herbicide. It is a nitrile and an iodophenol.